OC1=C(C=O)C=C(C=C1)OC1=C(C=CC=C1)[N+](=O)[O-] 2-hydroxy-5-(2-nitrophenoxy)benzaldehyde